C1(=CC=CC=C1)N(C(OCCCOC(N(C1=CC=CC=C1)C1=CC=CC=C1)=O)=O)C1=CC=CC=C1 propane-1,3-diyl bis(diphenylcarbamate)